S(=O)(=O)(O)[O-].N1=NC(=CC=C1)C1=CN=[N+](C=C1)CCC(=O)N 3-(4-pyridazin-3-ylpyridazin-1-ium-1-yl)propanamide hydrogensulfate